2,2-difluoro-2-(3-(4-(quinoxalin-2-yl)-1H-pyrazol-1-yl)phenyl)acetic acid FC(C(=O)O)(C1=CC(=CC=C1)N1N=CC(=C1)C1=NC2=CC=CC=C2N=C1)F